C(C)OC(C(OC)(C1=CC=CC=C1)C1=CC=CC=C1)=O Diphenyl-methoxyacetic acid ethyl ester